isopropyl-urea monosodium salt [Na].C(C)(C)NC(=O)N